Anilinium [NH3+]C1=CC=CC=C1